C(C)C=1C=CC(=C(C1)S(=O)(=O)NC1=NOC2=C1C(=CC(=C2)CN2N=C1CCN(CCC1=C2)C(=O)OC(C)(C)C)OC)OC tert-butyl 2-((3-((5-ethyl-2-methoxyphenyl)sulfonamido)-4-methoxybenzo[d]isoxazol-6-yl)methyl)-4,5,7,8-tetrahydropyrazolo[3,4-d]azepine-6(2H)-carboxylate